C(CCC)C1C(C(C(C(C1CCCC)C)C(C)=O)C(C)=O)C 1,1'-(4,5-dibutyl-3,6-dimethylcyclohexane-1,2-diyl)bis(ethan-1-one)